2-amino-3-(1-methyl-1H-pyrazol-3-yl)-N-((R)-4-phenyl-1-((3aS,4S,6S,7aR)-3a,5,5-trimethylhexahydro-4,6-methanobenzo[d][1,3,2]dioxaborol-2-yl)butyl)propanamide hydrochloride Cl.NC(C(=O)N[C@@H](CCCC1=CC=CC=C1)B1O[C@@]2([C@H](O1)C[C@H]1C([C@@H]2C1)(C)C)C)CC1=NN(C=C1)C